(4R)-4-(2-chlorothiazol-5-yl)-N-methylthiazolidine-2-imine ClC=1SC(=CN1)[C@@H]1NC(SC1)=NC